(R)-6-(3-fluoro-4-(3-methoxypyrrolidin-1-yl)phenyl)-1-(2-(3-isopropoxyazetidin-1-yl)benzo[d]thiazol-6-yl)-4-oxo-1,4-dihydropyridin-3-carboxylic acid FC=1C=C(C=CC1N1C[C@@H](CC1)OC)C1=CC(C(=CN1C1=CC2=C(N=C(S2)N2CC(C2)OC(C)C)C=C1)C(=O)O)=O